N1C=C(C2=CC=CC=C12)CC(=O)N1CC(OCC1)C1=NC(=CC=C1)CC1=CC(=CC=C1)OC 2-(1H-indol-3-yl)-1-(2-(6-(3-methoxybenzyl)pyridin-2-yl)morpholino)ethan-1-one